6-(1-methyl-4-(trifluoromethyl)-1H-imidazol-2-yl)nicotinonitrile CN1C(=NC(=C1)C(F)(F)F)C1=NC=C(C#N)C=C1